C(CCC)C1(NS(C2=C(N(C1)C1=CC=CC=C1)C=C(C(=C2)OCC(=O)O)SC)(=O)=O)CC 2-((3-butyl-3-ethyl-7-(methylsulfanyl)-1,1-dioxo-5-phenyl-2,3,4,5-tetrahydrobenzo-1,2,5-thiadiazepin-8-yl)oxy)acetic acid